2-(2-(3-(dimethylamino)phenoxy)ethoxy)-N,N-bis(3-methoxybenzyl)pyridin-4-amine CN(C=1C=C(OCCOC2=NC=CC(=C2)N(CC2=CC(=CC=C2)OC)CC2=CC(=CC=C2)OC)C=CC1)C